C1=C(C=CC=2OC3=C(C21)C=CC=C3)N(C3=CC=C2C(CC(C2=C3)(C)C3=CC=C(C=C3)N(C3=CC2=C(OC1=C2C=CC=C1)C=C3)C3=CC=1C(C2=CC=CC=C2C1C=C3)(C)C)(C)C)C3=CC=1C(C2=CC=CC=C2C1C=C3)(C)C N-(4-(6-(dibenzo[b,d]furan-2-yl-(9,9-dimethyl-9H-fluoren-2-yl)amino)-1,3,3-trimethyl-2,3-dihydro-1H-inden-1-yl)phenyl)-N-(9,9-dimethyl-9H-fluoren-2-yl)dibenzo[b,d]furan-2-amine